Cl.NC1C(CN(CC1)C(=O)OC(C)(C)C)C tert-butyl 4-amino-3-methylpiperidine-1-carboxylate hydrogen chloride